CC1=C(C(NC(N1)=S)C1=CC=CC=C1)C(=O)N1CCCCC1 (6-Methyl-4-phenyl-2-thioxo-1,2,3,4-tetrahydropyrimidin-5-yl)(piperidin-1-yl)methanone